CC1=C(C=C(C=C1)[N+](=O)[O-])N1C([C@@H]2[C@H](C1=O)C=N[C@]2(P(OCC)(=O)OCC)C2=CC=CC=C2)=O |r| diethyl (1RS,3aSR,6aSR)-5-(2-methyl-5-nitrophenyl)-4,6-dioxo-1-phenyl-1,3a,4,5,6,6a-hexahydropyrrolo[3,4-c]pyrrole-1-phosphonate